C(C)OC(C(C=CC(C)(C)C)NC(C1=CC=C(C=C1)COC1=CC=CC=C1)=O)=O ethyl-5,5-dimethyl-2-[p-(phenoxymethyl) benzoylamino]-3-hexenoate